C(C1=CC=CC=C1)N1C2=CC=CC=C2C=2C=C(N=CC12)\C=N\NC=1C(N=C2C=CC=CC12)=O 3-(((E)-(9-benzyl-β-carbolin-3-yl)methylene)hydrazino)indol-2-one